N-((1S,3S)-3-aminocyclopentyl)acetamide methyl-2-(5'-fluoro-6'-(2-fluorocyclopropyl)-1'-oxo-1'H-spiro[cyclopropane-1,4'-isoquinolin]-2'(3'H)-yl)acetate COC(CN1C(C2=CC=C(C(=C2C2(C1)CC2)F)C2C(C2)F)=O)=O.N[C@@H]2C[C@H](CC2)NC(C)=O